FC1(CCC2(CC2)C[C@H]1[C@@H](C(=O)NC1=CC=C(C=C1)C=1C(=NNC1C)C)NC(=O)C=1N(N=CC1)CC)F N-[(1S)-1-[(7S)-6,6-difluorospiro[2.5]octan-7-yl]-2-[4-(3,5-dimethyl-1H-pyrazol-4-yl)anilino]-2-oxo-ethyl]-2-ethyl-pyrazole-3-carboxamide